FC1=C(C=CC(=C1)C(F)(F)F)NC(=O)[C@H]1[C@@H]([C@H](C[C@H](C1)OC([2H])([2H])[2H])C1=CC=C(C=C1)NC)C(=O)O (1R,2R,4R,6S)-2-((2-fluoro-4-(trifluoromethyl)phenyl)carbamoyl)-4-(methoxy-d3)-6-(4-(methylamino)phenyl)cyclohexane-1-carboxylic acid